2-((5-cyclopropyl-1H-pyrazol-3-yl)methyl)-6-(phenylsulfonyl)phthalazin-1(2H)-one C1(CC1)C1=CC(=NN1)CN1C(C2=CC=C(C=C2C=N1)S(=O)(=O)C1=CC=CC=C1)=O